(S)-2-(4-(2-(4-chloro-3-fluorophenoxy)acetamido)-3-hydroxy-bicyclo[2.2.2]oct-1-yl)hydrazinecarboxylic acid tert-butyl ester C(C)(C)(C)OC(=O)NNC12C[C@@H](C(CC1)(CC2)NC(COC2=CC(=C(C=C2)Cl)F)=O)O